C(C)S(=O)(=O)C=1C=CC(=NC1)CN (5-(ethylsulfonyl)pyridin-2-yl)methylamine